4-(3-((4-chloro-1-(tetrahydro-2H-pyran-2-yl)-1H-indazol-5-yl)amino)-4-methyl-1H-pyrazol-1-yl)-2-methoxy-N-(4-methyl-oxazol-2-yl)benzamide ClC1=C2C=NN(C2=CC=C1NC1=NN(C=C1C)C1=CC(=C(C(=O)NC=2OC=C(N2)C)C=C1)OC)C1OCCCC1